(R)-piperidin-3-ol hydrochloride Cl.N1C[C@@H](CCC1)O